tert-butyl (5-oxo-5,6,7,8-tetrahydronaphthalen-2-yl)carbamate O=C1C=2C=CC(=CC2CCC1)NC(OC(C)(C)C)=O